C(C1=CC=CC=C1)C1=C(C=CC=C1)NS([O-])(=O)=O.[Na+] Sodium N-(2-benzylphenyl)sulfamate